4-(3-(2,2-difluoroethyl)-5-(piperidin-4-yl)-1H-indol-2-yl)-1H-pyrazolo[3,4-b]pyridine FC(CC1=C(NC2=CC=C(C=C12)C1CCNCC1)C1=C2C(=NC=C1)NN=C2)F